NC1=NC(=C(C=C1C=1C=C2C=CNC(C2=CN1)=O)C1=CC=C(C=C1)N1CCN(CC1)C(C)C)F 6-(2-amino-6-fluoro-5-(4-(4-isopropylpiperazin-1-yl)phenyl)pyridin-3-yl)-2,7-naphthyridin-1(2H)-one